2,4,6-Tris(3,4,5-trifluorophenyl)boroxin FC=1C=C(C=C(C1F)F)B1OB(OB(O1)C1=CC(=C(C(=C1)F)F)F)C1=CC(=C(C(=C1)F)F)F